4-[(2S,6R)-2-[[6-(2,6-diazaspiro[3.3]heptan-2-yl)spiro[1H-isobenzofuran-3,3'-azetidine]-1'-yl]methyl]-6-methyl-morpholin-4-yl]-3-fluoro-pyrazolo[1,5-a]pyridine-7-carbonitrile C1N(CC12CNC2)C2=CC=C1C(=C2)COC12CN(C2)C[C@H]2CN(C[C@H](O2)C)C=2C=1N(C(=CC2)C#N)N=CC1F